ClC=1C=C(C=CC1)C(CO)NC(=O)C=1N=CN(C1)C1=CC(=NC=C1C)NC1=CC2=C(OC(O2)(F)F)C=C1 N-(1-(3-chlorophenyl)-2-hydroxy-ethyl)-1-(2-((2,2-difluoro-benzo[d][1,3]dioxol-5-yl)amino)-5-methyl-pyridin-4-yl)-1H-imidazole-4-carboxamide